C1(CC1)NC(C1=C(C=C(C=C1OC)C1=CN=C2N1C=CC(=C2)C2NCCC2)OC(F)F)=O N-cyclopropyl-2-(difluoromethoxy)-6-methoxy-4-(7-pyrrolidin-2-ylimidazo[1,2-a]pyridin-3-yl)benzamide